7-[(3,5-dimethylphenyl)methyl]-1,3-dimethyl-2,3,6,7-tetrahydro-1H-purine-2,6-dione CC=1C=C(C=C(C1)C)CN1C=NC=2N(C(N(C(C12)=O)C)=O)C